C(C)(C)(C)OC(=O)N1CC2=C(C=C(C=C2CC1)O)Br 8-bromo-6-hydroxy-3,4-dihydro-1H-isoquinoline-2-carboxylic acid tert-butyl ester